BrC=1C=C(C=CC1)N(C1=NC(=NC2=CC(=CC=C12)Cl)NN)C N-(3-bromophenyl)-7-chloro-2-hydrazineyl-N-methylquinazolin-4-amine